dimethyl-bis(cyclopentadienyl)hafnium C[Hf](C1C=CC=C1)(C1C=CC=C1)C